2,5-dimercaptomethyl-1,4-dithiahexane SCC(S)CSC(C)CS